[O-2].[Cr+3].[Al+3].[O-2].[O-2] aluminum-chromium oxide